1-(3-((4-(((R)-1-(3-(difluoromethyl)-2-fluorophenyl)ethyl)amino)-2-methylquinolin-6-yl)oxy)pyrrolidin-1-yl)ethan-1-one FC(C=1C(=C(C=CC1)[C@@H](C)NC1=CC(=NC2=CC=C(C=C12)OC1CN(CC1)C(C)=O)C)F)F